N1CC(C1)C1=C2N(N=C1)C(=C(N2)C2=CC=C(C=C2)OC2=CC=CC=C2)C(=O)N 7-(azetidin-3-yl)-2-(4-phenoxyphenyl)-1H-imidazo[1,2-b]pyrazole-3-carboxamide